C12(CC3CC(CC(C1)C3)C2)NC2=CC=C(C=C2)[C@@H]2N([C@H](CC3=C2N(C2=CC=CC=C32)C)CCCC)C(C#C[Si](C)(C)C)=O 1-[(1S,3S)-1-{4-[(adamantan-1-yl)amino]phenyl}-3-butyl-9-methyl-1H,2H,3H,4H,9H-pyrido[3,4-b]indol-2-yl]-3-(trimethylsilyl)prop-2-yn-1-one